BrC1=CC2=C(N=CS2)C=2CCOC21 5-bromo-7,8-dihydrobenzofuro[4,5-d]thiazole